2,2',2''-(10-(2-oxo-2-((2-(3,4,5-trihydroxybenzamido)ethyl)amino)ethyl)-1,4,7,10-tetraazacyclododecane-1,4,7-triyl)triacetic acid O=C(CN1CCN(CCN(CCN(CC1)CC(=O)O)CC(=O)O)CC(=O)O)NCCNC(C1=CC(=C(C(=C1)O)O)O)=O